OC(CC(=O)OC)CCCCC(CCCCCCCCCCCCCC)O methyl 3,8-dihydroxybehenate